ClC=1C(=NC(=NC1)NC)C1=C(N=C(S1)NC(=O)NC1=CC(=C(C=C1)CN1CCN(CC1)CC)C(F)(F)F)C 1-(5-(5-chloro-2-(methylamino)pyrimidin-4-yl)-4-methylthiazol-2-yl)-3-(4-((4-ethylpiperazin-1-yl)methyl)-3-(trifluoromethyl)phenyl)urea